tert-butyl (S)-2-((benzyloxy) methyl)-4-oxopyrrolidine-1-carboxylate C(C1=CC=CC=C1)OC[C@H]1N(CC(C1)=O)C(=O)OC(C)(C)C